butyryl acrylate C(C=C)(=O)OC(CCC)=O